(2r,5s)-4-(7-(3-chlorophenyl)-5-(trifluoromethyl)-7H-pyrrolo[2,3-d]pyrimidin-4-yl)-2,5-dimethylpiperazine-1-carboxylic acid tert-butyl ester C(C)(C)(C)OC(=O)N1[C@@H](CN([C@H](C1)C)C=1C2=C(N=CN1)N(C=C2C(F)(F)F)C2=CC(=CC=C2)Cl)C